carbon rubicene C1=CC=C2C3=CC=CC=C3C=3C4=CC=CC=5C6=CC=CC=C6C(=C1C23)C45.[C]